CN1N=C(C(=C1)C1=CC=NC=C1)C1=CC=C(OCC=2C(=NC3=CC=CC=C3C2)C(CC(=O)O)C(=O)O)C=C1 [4-(1-methyl-4-pyridin-4-yl-1H-pyrazol-3-yl)-phenoxymethyl]quinolinesuccinic acid